N-(4-aminobutyl)-2-oxoindoline NCCCCN1C(CC2=CC=CC=C12)=O